F[B-](F)(F)F.C1(=CC=CC=C1)C1=CC=CCCCC1 phenyl-(cyclooctadiene) tetrafluoroborate